FC(C1=CC=C(C=C1)N1N=NC(=C1COC1=CC=C(N=N1)N1CC(C1)C(=O)NC=1C=NN(C1)C(C)C)C)F 1-(6-((1-(4-(Difluoromethyl)phenyl)-4-methyl-1H-1,2,3-triazol-5-yl)methoxy)pyridazine-3-yl)-N-(1-isopropyl-1H-pyrazol-4-yl)azetidine-3-carboxamide